2-benzyl-4-methylphenyl trifluoromethanesulfonate FC(S(=O)(=O)OC1=C(C=C(C=C1)C)CC1=CC=CC=C1)(F)F